5-Morpholin-4-yl-pent-2-enoic acid [4-(3-chloro-4-fluoro-phenylamino)-7-methoxy-quinazolin-6-yl]-amide ClC=1C=C(C=CC1F)NC1=NC=NC2=CC(=C(C=C12)NC(C=CCCN1CCOCC1)=O)OC